2,3-Dimethyl-3,4,5,6-tetrahydropyrimidin CC1=NCCCN1C